N-((3S,4S)-3-((5-((cyclopropylmethyl)amino)-7-(2,6-dichloro-3,5-bis(methoxy-d3)phenyl)-2,6-naphthyridin-3-yl)amino)tetrahydro-2H-pyran-4-yl)acrylamide C1(CC1)CNC1=C2C=C(N=CC2=CC(=N1)C1=C(C(=CC(=C1Cl)OC([2H])([2H])[2H])OC([2H])([2H])[2H])Cl)N[C@@H]1COCC[C@@H]1NC(C=C)=O